tert-butyl [3-(4-{[2-(trifluoromethoxy)ethyl]amino}-1H-pyrazol-1-yl)bicyclo[1.1.1]pentan-1-yl]carbamate FC(OCCNC=1C=NN(C1)C12CC(C1)(C2)NC(OC(C)(C)C)=O)(F)F